C[Si](OC(=C)C1=CC=CC=C1)(OC)OC methyl-dimethoxy(1-phenylethenoxy)silane